COC(C=1C(C(=O)OC)=CC(=C(C1)F)CC1(CCN(CC1)C(=O)OC(C)(C)C)CO)=O 4-((1-(tert-butoxycarbonyl)-4-(hydroxymethyl)piperidin-4-yl)methyl)-5-fluorophthalic Acid Dimethyl Ester